FC(C=1N=C2N(C(=CC=C2)NC2CCC(CC2)NC(=O)C=2C=3C(N=CC2)=CNN3)C1)F N-[(1s,4s)-4-{[2-(difluoromethyl)imidazo[1,2-a]pyridin-5-yl]amino}cyclohexyl]-2H-pyrazolo[4,3-b]pyridine-7-carboxamide